(S)-3-(3-chloro-5-fluorophenyl)-2-fluoropropionic acid ClC=1C=C(C=C(C1)F)C[C@@H](C(=O)O)F